(E)-5-(3-methoxyphenyl)nicotinamide oxime COC=1C=C(C=CC1)C=1C=NC=C(\C(\N)=N/O)C1